ClC=1C=NN2C1N=C(NC1=C2C=C(C=C1)C(=O)NO)C1=C(C=CC=C1F)F 3-chloro-5-(2,6-difluorophenyl)-6H-pyrazolo[1,5-a][1,3,5]benzotriazepine-9-carbohydroxamic acid